3-(6-amino-5-fluoro-2-methoxy-3-pyridinyl)propionitrile NC1=C(C=C(C(=N1)OC)CCC#N)F